(+-)-5-((2,6-Dioxopiperidin-3-yl)amino)-2,3-dihydro-spiro[indene-1,4'-piperidine]-1'-carboxylic acid tert-butyl ester C(C)(C)(C)OC(=O)N1CCC2(CC1)CCC1=CC(=CC=C12)N[C@H]1C(NC(CC1)=O)=O |r|